NC1=NN(C=C1C=1C=C2CCNC(C2=CC1)=O)C=1C=C(C=CC1)NC(\C=C\CNC)=O (E)-N-(3-(3-amino-4-(1-oxo-1,2,3,4-tetrahydroisoquinolin-6-yl)-1H-pyrazol-1-yl)phenyl)-4-(methylamino)but-2-enamide